4-(Dimethoxymethyl)-1-(2-fluoro-4-(6'-methoxy-3',4'-dihydro-1'H-spiro[cyclopentane-1,2'-naphthalen]-1'-yl)phenyl)piperidine COC(C1CCN(CC1)C1=C(C=C(C=C1)C1C2(CCC3=CC(=CC=C13)OC)CCCC2)F)OC